CNC(=O)C=1NC2=CC=CC(=C2C1)C1CCC(CC1)C(NCC1=CC(=CC=C1)C(F)(F)F)=O N-methyl-4-((1r,4r)-4-((3-(trifluoromethyl)benzyl)carbamoyl)cyclohexyl)-1H-indole-2-carboxamide